CS(=O)(=O)C1=CC(=C(C=C1)NCC#CC=1N(C=2C=CC=C(C2C1)NC1CN(CC1)C1CCOCC1)CC(F)(F)F)OC 2-{3-[(4-methanesulfonyl-2-methoxyphenyl)amino]prop-1-yn-1-yl}-N-[1-(oxan-4-yl)pyrrolidin-3-yl]-1-(2,2,2-trifluoroethyl)-1H-indol-4-amine